2,3-dichloro-N-methyl-N-phenylaniline ClC1=C(N(C2=CC=CC=C2)C)C=CC=C1Cl